NC1=NC(N(C2=CC(=CC=C12)OC(F)(F)F)C1=C(C(=CC=C1)F)C)=O amino-1-(3-fluoro-2-methylphenyl)-7-(trifluoromethoxy)quinazolin-2-one